2-[(2R,4R,5S)-1-(2,4-dichlorophenyl)-5-hydroxy-2,6,6-trimethylhept-4-yl]-2,4-dihydro-3H-1,2,4-triazole-3-thione ClC1=C(C=CC(=C1)Cl)C[C@H](C[C@H]([C@H](C(C)(C)C)O)N1N=CNC1=S)C